2-[4-[4-[[(3RS)-2,6-dioxo-3-piperidyl]amino]phenyl]-1-piperidyl]acetic acid tert-butyl ester C(C)(C)(C)OC(CN1CCC(CC1)C1=CC=C(C=C1)N[C@H]1C(NC(CC1)=O)=O)=O |r|